C(C1=CC=CC=C1)N1C2=C(C(=C(C1=O)C(=O)OC)O)[C@@H](COC1=C2C=C(C(=C1)OCCCOC)Cl)C(C)C methyl (5S)-1-benzyl-10-chloro-4-hydroxy-5-isopropyl-9-(3-methoxypropoxy)-2-oxo-5,6-dihydro-[1]benzoxepino[5,4-b]pyridine-3-carboxylate